FC(C(=O)N1[C@H](CN(CC1)C(=O)OC(C)(C)C)C(F)(F)F)=C tert-butyl (R)-4-(2-fluoroacryloyl)-3-(trifluoromethyl)piperazine-1-carboxylate